O=C1N(CC[C@H]1N1CCC(CC1)C1=CC2=C(NC(O2)=O)C=C1)CC1=C(C(=C(C=C1)F)F)F (R)-6-(1-(2-oxo-1-(2,3,4-trifluorobenzyl)pyrrolidin-3-yl)piperidin-4-yl)benzo[d]oxazol-2(3H)-one